5-(3,5-dimethylphenyl)-5H-pyridol CC=1C=C(C=C(C1)C)C1CC=C(N=C1)O